NC=1C(=NC(=C(C1)C(F)(F)F)OC)C(=O)O 3-amino-6-methoxy-5-trifluoromethyl-pyridine-2-carboxylic acid